NC=1C2=C(N=CN1)N(C=C2\C=C\C2=CC=CC=C2)[C@@H]2O[C@@H]([C@H]([C@H]2O)O)CSCC=2C(=NOC2C2=CC=CC=C2)C (2R,3R,4S,5S)-2-(4-Amino-5-((E)-styryl)-7H-pyrrolo[2,3-d]pyrimidin-7-yl)-5-((((3-methyl-5-phenylisoxazol-4-yl)methyl)thio)methyl)tetrahydrofuran-3,4-diol